4-amino-7-fluoro-N,1,3-trimethyl-N-((3S)-6-(trifluoromethyl)-2,3-dihydro-1-benzofuran-3-yl)-1H-pyrazolo[4,3-c]quinoline-8-carboxamide NC1=NC=2C=C(C(=CC2C2=C1C(=NN2C)C)C(=O)N([C@@H]2COC1=C2C=CC(=C1)C(F)(F)F)C)F